3-bromo-2-(cyclopentanecarboxamido)-N,5-dimethylbenzamide BrC=1C(=C(C(=O)NC)C=C(C1)C)NC(=O)C1CCCC1